copper sulphate salt S(=O)(=O)([O-])[O-].[Cu+2]